4-[5-(aminomethyl)pyrimidin-2-yl]-3-[2-methyl-5-(5-methyl-1,3-thiazol-2-yl)pyrazol-3-yl]oxybenzonitrile NCC=1C=NC(=NC1)C1=C(C=C(C#N)C=C1)OC=1N(N=C(C1)C=1SC(=CN1)C)C